6-Bromobenzo[d]thiazol-2(3H)-one BrC1=CC2=C(NC(S2)=O)C=C1